BrC1=C(SC=C1)CC(C)C 3-bromo-2-isobutyl-thiophene